C1(=CC=CC2=CC=CC=C12)OC(CN)C 2-(1-naphthoxy)propylamine